FCCCCCCCCOCCCCCCCCCCCCC tridecyl fluorooctyl ether